2-[3-(phenanthr-9-yl)-(2,6-dimethylpyridin-3-yl)phenyl]-4,6-diphenyl-1,3,5-triazine C1=CC=CC=2C3=CC=CC=C3C(=CC12)C=1C(=C(C=CC1)C1=NC(=NC(=N1)C1=CC=CC=C1)C1=CC=CC=C1)C=1C(=NC(=CC1)C)C